N-(4-fluoro-3-methylphenyl)-5-(2-(((1r,4r)-4-(2-hydroxypropan-2-yl)cyclohexyl)amino)-2-oxoacetyl)-1,2,4-trimethyl-1H-pyrrole-3-carboxamide FC1=C(C=C(C=C1)NC(=O)C1=C(N(C(=C1C)C(C(=O)NC1CCC(CC1)C(C)(C)O)=O)C)C)C